3-(2-amino-[1,2,4]triazolo[1,5-a]pyridin-7-yl)-6-((3-(cyclopropylmethoxy)pyridin-2-yl)methyl)-7,8-dihydro-1,6-naphthyridin-5(6H)-one NC1=NN2C(C=C(C=C2)C=2C=NC=3CCN(C(C3C2)=O)CC2=NC=CC=C2OCC2CC2)=N1